O=C1C=C(N=C2N1N=C(S2)C2CCN(CC2)C(=O)OCC2=CC=CC=C2)OS(=O)(=O)C2=CC=C(C=C2)C Benzyl 4-[5-oxo-7-(p-tolylsulfonyloxy)-[1,3,4]thiadiazolo[3,2-a]pyrimidin-2-yl]piperidine-1-carboxylate